O=C1C(=C(C1=O)NC1=C(C(=NC=C1)C(=O)N(C)C)O)N[C@H]1C(CCC=2C(=COC21)C)(C)C (S)-4-((3,4-dioxo-2-((3,6,6-trimethyl-4,5,6,7-tetrahydrobenzofuran-7-yl)amino)cyclobut-1-en-1-yl)amino)-3-hydroxy-N,N-dimethylpicolinamide